(2R,4S)-N2-(5-((+)-1-amino-1-(3-cyanophenyl)-3-cyclopropyl-propyl)-2-fluorophenyl)-N1-(4-chlorophenyl)-4-hydroxypyrrolidine-1,2-dicarboxamide NC(CCC1CC1)(C1=CC(=CC=C1)C#N)C=1C=CC(=C(C1)NC(=O)[C@@H]1N(C[C@H](C1)O)C(=O)NC1=CC=C(C=C1)Cl)F